N-(2-Furanylmethyl)-1,4-dihydro-1-methyl-2,4-dioxo-5-propoxy-6-propylpyrido[2,3-d]pyrimidine-3(2H)-acetamide O1C(=CC=C1)CNC(CN1C(N(C2=C(C1=O)C(=C(C=N2)CCC)OCCC)C)=O)=O